hydroxyethoxyethoxyethoxyethyl chloride OCCOCCOCCOCCCl